COC1=CC=C(C=C1)C(C(C)C)C1=C(NC=2N(C1=O)N=C(C2N2CCCCC2)C2=CC=CC=C2)C 6-(1-(4-methoxyphenyl)-2-methylpropyl)-5-methyl-2-phenyl-3-(piperidin-1-yl)pyrazolo[1,5-a]pyrimidin-7(4H)-one